3-{5-[(R)-(1,3-Dimethyl-azetidin-3-yl)-hydroxy-(4-trifluoromethoxy-phenyl)-methyl]-pyridin-3-yl}-[1,2,4]oxadiazol CN1CC(C1)(C)[C@@](C=1C=C(C=NC1)C1=NOC=N1)(C1=CC=C(C=C1)OC(F)(F)F)O